CC=1C=C(C=CC1C)N1N=C(C=2C=NC=3C=CC=CC3C21)C2=CC(=C(C=C2)O)OC 4-[1-(3,4-dimethylphenyl)-1H-pyrazolo[4,3-c]quinolin-3-yl]-2-methoxyphenol